tris(3-methylphenyl-phenylamino)-triphenylamine CC=1C=C(C=CC1)N(C1=CC=CC=C1)C1=C(C(=C(C=C1)N(C1=CC=CC=C1)C1=CC=CC=C1)N(C1=CC(=CC=C1)C)C1=CC=CC=C1)N(C1=CC(=CC=C1)C)C1=CC=CC=C1